2-(3-(3-chlorobenzoylamino)benzyloxy)benzamide ClC=1C=C(C(=O)NC=2C=C(COC3=C(C(=O)N)C=CC=C3)C=CC2)C=CC1